6-(3-cyclopropoxy-2-methylphenyl)-2-(pyrimidin-2-yl)-5,6,7,8-tetrahydrophthalazin-1(2H)-one C1(CC1)OC=1C(=C(C=CC1)C1CC=2C=NN(C(C2CC1)=O)C1=NC=CC=N1)C